BrC1=CC(=C(C=C1)F)[N+](=O)[O-] 4-bromo-1-fluoronitrobenzene